tert-butyl (R,E)-2-(2-(N-((1,2,3,6,7,8-hexahydro-as-indacen-4-yl)carbamoyl)sulfamoyl)vinyl)-2-methylpyrrolidine-1-carboxylate C1CCC2=C(C=C3CCCC3=C12)NC(=O)NS(=O)(=O)/C=C/[C@@]1(N(CCC1)C(=O)OC(C)(C)C)C